ClC=1C=C(C=C(C1)Cl)C=1C=NC=C2C(=C(C=NC12)C(=O)N[C@H]1CCOC2=CC=CC=C12)N1CCOCC1 8-(3,5-dichlorophenyl)-N-[(4S)-3,4-dihydro-2H-chromen-4-yl]-4-(morpholin-4-yl)-1,6-naphthyridine-3-carboxamide